N-(2-fluoro-3-(1-methyl-6-((5-methylthiazol-2-yl)amino)-1H-pyrrolo[3,2-c]pyridin-4-yl)phenyl)acrylamide FC1=C(C=CC=C1C1=NC(=CC2=C1C=CN2C)NC=2SC(=CN2)C)NC(C=C)=O